C(C)(C)(C)OC(NCC1=CC=C(C=C1)CN1C(NC2=C1C=C(C=C2)C)=O)=O (4-((6-methyl-2-oxo-2,3-dihydro-1H-benzo[d]imidazol-1-yl)methyl)benzyl)carbamic acid tert-butyl ester